1-((cyclopropylmethyl)sulfonyl)piperidin-4-amine C1(CC1)CS(=O)(=O)N1CCC(CC1)N